C(CCCCCCCCCCCCCCC)C1C2C=CC(C1)C2 5-hexadecylbicyclo[2.2.1]hept-2-ene